N-(3-phenoxyphenyl)-5-(5-(trifluoromethyl)nicotinamido)-1,2,3-thiadiazole-4-carboxamide O(C1=CC=CC=C1)C=1C=C(C=CC1)NC(=O)C=1N=NSC1NC(C1=CN=CC(=C1)C(F)(F)F)=O